C(CCC)N1C=C(C=2C1=CN=C(C2)C2=NC=CC(=C2)C2=NOC(=N2)C(F)(F)F)CN(C)C 1-(1-butyl-5-(4-(5-(trifluoromethyl)-1,2,4-oxadiazol-3-yl)pyridin-2-yl)-1H-pyrrolo[2,3-c]pyridin-3-yl)-N,N-dimethylmethylamine